C=C(C)C1COC2(CC3(CN(C3)C(=O)OC(C)(C)C)C2)C1 tert-Butyl 9-(prop-1-en-2-yl)-7-oxa-2-azadispiro[3.1.46.14]undecane-2-carboxylate